methylvinyl-bis(N-methylacetamido)silane CC=C[SiH](N(C(C)=O)C)N(C(C)=O)C